ClC=1C=CC(=C(C1)[N+]#N)C.C(C1=CC=CC=C1)(=O)[NH-] benzamide-5-chloro-2-methylbenzenediazonium salt